C1(=C(C=CC=C1)CCC1=C(C=CC=C1)O)O dimethylenediphenol